4-[({4-Cyano-3-[1-(2,2-dimethylpropanoyl)pyrrolidin-3-yl]-1H-pyrazol-5-yl}sulfanyl)methyl]benzol C(#N)C=1C(=NNC1SCC1=CC=CC=C1)C1CN(CC1)C(C(C)(C)C)=O